C(C1=CC=CC=C1)OCC1OCCC(C1)=O 2-[(benzyloxy)methyl]tetrahydro-4H-pyran-4-one